1-eicosanoyl-2-(9Z-octadecenoyl)-glycero-3-phospho-(1'-sn-glycerol) CCCCCCCCCCCCCCCCCCCC(=O)OC[C@H](COP(=O)(O)OC[C@H](CO)O)OC(=O)CCCCCCC/C=C\CCCCCCCC